3-(5-(1-(6-chloro-1H-indole-3-carbonyl)piperidin-4-yl)-1-oxoisoindolin-2-yl)piperidine-2,6-dione ClC1=CC=C2C(=CNC2=C1)C(=O)N1CCC(CC1)C=1C=C2CN(C(C2=CC1)=O)C1C(NC(CC1)=O)=O